C(C1=CC=CC=C1)C=1C(=NN(C1)CC1=CC=C(C=C1)OC)C(=O)OCC ethyl 4-benzyl-1-[(4-methoxyphenyl)methyl]pyrazole-3-carboxylate